4-((5-oxo-5H-[1,3,4]thiadiazolo[2,3-b]quinazolin-2-yl)amino)-N-(4-phenylbutan-2-yl)benzamide O=C1N2C(=NC3=CC=CC=C13)SC(=N2)NC2=CC=C(C(=O)NC(C)CCC1=CC=CC=C1)C=C2